(S)-4-(4-aminobut-1-yn-1-yl)-N-(4-(2-(4-(4-chlorophenyl)-2,3,9-trimethyl-6H-thieno[3,2-f][1,2,4]triazolo[4,3-a][1,4]diazepin-6-yl)acetamido)butyl)furan-2-carboxamide NCCC#CC=1C=C(OC1)C(=O)NCCCCNC(C[C@H]1C=2N(C3=C(C(=N1)C1=CC=C(C=C1)Cl)C(=C(S3)C)C)C(=NN2)C)=O